5-methyl-4-oxo-7-{3-[(pyridin-2-ylamino)methyl]azetidin-1-yl}-1-(1,2,4-thiadiazol-5-yl)-1,4-dihydro-1,8-naphthyridine-3-carboxylic acid CC1=C2C(C(=CN(C2=NC(=C1)N1CC(C1)CNC1=NC=CC=C1)C1=NC=NS1)C(=O)O)=O